N-(2-methyloctyl)-bicyclo[2.2.1]Hept-5-ene-2,3-dicarboximide CC(CN1C(=O)C2C3C=CC(C2C1=O)C3)CCCCCC